C(CCCC)NC([O-])=O Pentylcarbamate